(R)-6-(3-(2-bromophenyl)-4-methylpiperazin-1-yl)-N4-(cyclopropylmethyl)pyrimidine-2,4-diamine BrC1=C(C=CC=C1)[C@@H]1CN(CCN1C)C1=CC(=NC(=N1)N)NCC1CC1